1,4-Diisocyanatomethyl-2,3,5,6-tetramethyl-cyclohexan N(=C=O)CC1C(C(C(C(C1C)C)CN=C=O)C)C